OC1=C(C=C(C=C1)/C=C/C(=O)C1=CC=C(C=C1)NCN1N=C(C(NC1=S)=O)C)OC (e)-2-(((4-(3-(4-Hydroxy-3-methoxyphenyl)acryloyl)phenyl)amino)methyl)-6-methyl-3-thioxo-3,4-dihydro-1,2,4-triazin-5(2h)-one